2-Hydroxy-3-pinonyl-pyrimidine OC1N=CC=CN1C12C(C(CC(C1(C)C)C2)=O)C